carbazole-9-carboxylate C1=CC=CC=2C3=CC=CC=C3N(C12)C(=O)[O-]